C(C)(C)(C)OC(=O)[C@@H]1CC[C@H](CC1)CN1CCN(CC1)C1=CC=C2C(=NN(C2=C1)C)C1C(NC(CC1)=O)=O trans-tert-butyl-4-((4-(3-(2,6-dioxopiperidin-3-yl)-1-methyl-1H-indazol-6-yl)piperazin-1-yl)methyl)cyclohexane-1-carboxylate